N-[2-(2,6-dioxopiperidin-3-yl)-1-oxo-3H-isoindol-5-yl]-2-methylpyrazolo[4,3-b]pyridine-5-carboxamide O=C1NC(CCC1N1C(C2=CC=C(C=C2C1)NC(=O)C=1C=CC=2C(N1)=CN(N2)C)=O)=O